1,1'-(propane-1,3-diyl)bis(3-(4-(trifluoromethyl)phenyl)urea) C(CCNC(=O)NC1=CC=C(C=C1)C(F)(F)F)NC(=O)NC1=CC=C(C=C1)C(F)(F)F